FC1=CC(=CC2=C1CN(CCO2)C(=O)C2(COC2)C)C(=O)OC methyl 6-fluoro-4-[(3-methyloxetan-3-yl)carbonyl]-3,5-dihydro-2H-1,4-benzoxazepine-8-carboxylate